3-(3',5'-bis(trifluoromethyl)-[1,1'-biphenyl]-4-yl)-4-chloro-6-fluoro-7-methoxy-2-methylquinoline FC(C=1C=C(C=C(C1)C(F)(F)F)C1=CC=C(C=C1)C=1C(=NC2=CC(=C(C=C2C1Cl)F)OC)C)(F)F